ClC1=C2CCN([C@@H](C2=C(C=C1)OCC=1N=NN(C1C(F)F)C)CN1CC2(CC2)CC1=O)C(=O)C1CCCCC1 (1S,2R)-2-((S)-5-Chloro-8-((5-(difluoromethyl)-1-methyl-1H-1,2,3-triazol-4-yl)methoxy)-1-((6-oxo-5-azaspiro[2.4]heptan-5-yl)methyl)-1,2,3,4-tetrahydroisochinolin-2-carbonyl)cyclohexan